8-(2-Chloro-5-(trifluoromethyl)phenyl)-9-(4-((1-(3-fluoropropyl)azetidin-3-yliden)methyl)phenyl)-6,7-dihydro-5H-benzo[7]annulen ClC1=C(C=C(C=C1)C(F)(F)F)C=1CCCC2=C(C1C1=CC=C(C=C1)C=C1CN(C1)CCCF)C=CC=C2